2,3,4,5-tetrakis(5H-benzo[b]carbazol-5-yl)-6-(2,6-diphenylpyrimidin-4-yl)benzonitrile C1=C2C=3C=C4C(=CC3N(C2=CC=C1)C1=C(C#N)C(=C(C(=C1N1C2=CC=CC=C2C=2C=C3C(=CC12)C=CC=C3)N3C1=CC=CC=C1C=1C=C2C(=CC31)C=CC=C2)N2C3=CC=CC=C3C=3C=C1C(=CC23)C=CC=C1)C1=NC(=NC(=C1)C1=CC=CC=C1)C1=CC=CC=C1)C=CC=C4